15-(5-butylnonyl) 1-undecyl 7-oxopentadecanedioate O=C(CCCCCC(=O)OCCCCCCCCCCC)CCCCCCCC(=O)OCCCCC(CCCC)CCCC